2-Fluoro-N-[3-fluoro-4-(2-{1H-pyrazolo[3,4-b]pyridin-5-yl}ethynyl)pyridin-2-yl]-3-methoxybenzene-1-sulfonamide FC1=C(C=CC=C1OC)S(=O)(=O)NC1=NC=CC(=C1F)C#CC=1C=C2C(=NC1)NN=C2